N[C@@H]1C=2C=CC=C(C2CC12CCN(CC2)C2=NC=C(C=1N2C=NN1)I)O (S)-1-amino-1'-(8-iodo-[1,2,4]triazolo[4,3-C]pyrimidin-5-yl)-1,3-dihydrospiro[inden-2,4'-piperidin]-4-ol